3-(Chloromethyl)-4-methyl-2-(trifluoromethoxy)pyridine ClCC=1C(=NC=CC1C)OC(F)(F)F